C(C1=CC=CC=C1)(=O)OC[C@H]1O[C@@H]([C@@H]([C@@H]1OC(C1=CC=CC=C1)=O)O)OC(C1=CC=CC=C1)=O [(2R,3S,4R,5R)-3,5-bis(benzoyloxy)-4-hydroxyoxolan-2-yl]methyl benzoate